(R)-6-(tert-butyl)-1-chloro-2-(2-methoxyphenyl)-10-oxo-5,6-dihydro-10H-pyrazolo[1,5-a]pyrido[2,1-c]pyrazine-9-carboxylic Acid C(C)(C)(C)[C@H]1N2C(C=3N(C1)N=C(C3Cl)C3=C(C=CC=C3)OC)=CC(C(=C2)C(=O)O)=O